ClC1=NN=C(C2=CC=CC=C12)N[C@H]1COCCC1 (R)-4-chloro-N-(tetrahydro-2H-pyran-3-yl)phthalazine-1-amine